2-amino-1-benzothiophene-3-carbonitrile NC=1SC2=C(C1C#N)C=CC=C2